BrC=1C(=C(C=C(C1)Cl)NC(OC(C)(C)C)=O)F tert-butyl 3-bromo-5-chloro-2-fluorophenylcarbamate